C1(=CC=CC=C1)C1N(CCC1)C1CCC(CC1)C1=CC=C(C(=O)N)C=C1 4-(4-(2-phenylpyrrolidin-1-yl)cyclohexyl)benzamide